NC=1OC2=C(N1)C=C(C=C2)C2(CC2)C(=O)OC methyl 1-(2-amino-1,3-benzoxazol-5-yl)cyclopropanecarboxylate